N1([C@H](O)[C@H](O)[C@@H](CO)O1)N1C=NC=2C(=O)NC(N)=NC12 aza-guanosine